[SH3+].ClC1=C(C=C)C=CC(=C1)Cl 2,4-Dichlorostyrene sulfonium salt